1,3,3,8,8-pentamethyl-3-azoniabicyclo[3.2.1]octane CC12C[N+](CC(CC1)C2(C)C)(C)C